FC=1C=NN2C1[C@@H]([C@@H](CC2)[C@@H]2N1C(C3=CC=CC=C23)=CN=C1)O (4R,5S)-3-fluoro-5-((S)-5H-imidazo[5,1-a]isoindol-5-yl)-4,5,6,7-tetrahydropyrazolo[1,5-a]pyridin-4-ol